NC(CC(=O)O)C(NC(C(=O)OC(C)(C)C)C(=O)OC)=O 3-amino-3-{[1-(tert-butoxy)-3-methoxy-1,3-dioxoprop-2-yl]carbamoyl}propanoic acid